ClC(C(C)(C)OC(=O)N1CCC(CC1)([C@@H](C1=C(C=CC=C1)C(F)(F)F)S)O)(Cl)Cl (R)-4-hydroxy-4-(mercapto-(2-(trifluoromethyl)phenyl)methyl)piperidine-1-carboxylic acid 1,1,1-trichloro-2-methylpropan-2-yl ester